N-butyl-N-nonyl-toluidine C(CCC)N(C=1C(=CC=CC1)C)CCCCCCCCC